ethyl-2-(3-(7,7-difluoro-2-(methyl sulfonyl)-6,7-dihydro-5H-cyclopenta[d]pyrimidin-4-yl)-3-azabicyclo[3.1.1]heptan-6-yl)acetate C(C)OC(CC1C2CN(CC1C2)C=2C1=C(N=C(N2)S(=O)(=O)C)C(CC1)(F)F)=O